(S)-N-(1-(6,7-difluoro-1-oxo-1,2-dihydroisoquinolin-4-yl)ethyl)-N-methylimidazo[1,2-a]pyridine-2-carboxamide FC=1C=C2C(=CNC(C2=CC1F)=O)[C@H](C)N(C(=O)C=1N=C2N(C=CC=C2)C1)C